BrC=1C=CC(=C(C(=O)OCC2=CC=CC=C2)C1)C benzyl 5-bromo-2-methyl-benzoate